OC(C(C)OC(=O)C1(CCC2(OC(C(O2)C)C)CC1)NC(CC1=C(C=CC(=C1)C)C)=O)C 8-{[(2,5-dimethylphenyl)acetyl]amino}-2,3-dimethyl-1,4-dioxaspiro[4.5]decane-8-carboxylic acid 3-hydroxybut-2-yl ester